N,N,N',N'-tetraglycidyl-2,5-bis(2-trifluoromethyl-4-aminophenoxy)toluene C(C1CO1)N(C1=CC(=C(OC2=C(C)C=C(C=C2)OC2=C(C=C(C=C2)N(CC2CO2)CC2CO2)C(F)(F)F)C=C1)C(F)(F)F)CC1CO1